1-(3-bromo-1H-pyrazolo[4,3-b]pyridin-7-yl)piperidin-4-ol BrC1=NNC=2C1=NC=CC2N2CCC(CC2)O